O=C1NC(CCC1N1C(N(C2=C1C=CC=C2CC(C(=O)N(C(C)C)C(C)C)(CCCC)NC)C)=O)=O ((1-(2,6-dioxopiperidin-3-yl)-3-methyl-2-oxo-2,3-dihydro-1H-benzo[d]imidazol-4-yl)methyl)(methyl)amino-N,N-diisopropylhexanoamide